3-amino-4-((S)-3-((S)-sec-butyl)-6-fluoro-2-oxo-1,2,3,5-tetrahydro-4H-pyrido[3,4-e][1,4]diazepin-4-yl)cyclobut-3-ene-1,2-dione NC=1C(C(C1N1[C@H](C(NC2=C(C1)C(=CN=C2)F)=O)[C@@H](C)CC)=O)=O